N,N-dipropylammonium bromide [Br-].C(CC)[NH2+]CCC